(4-cyclohexylphenyl)-N-(3,3'',5''-tri-tert-butyl-1,1':4',1''-terphenyl-5-yl)-9,9-dimethyl-9H-fluoren-2-amine C1(CCCCC1)C1=CC=C(C=C1)C1=C(C=CC=2C3=CC=CC=C3C(C12)(C)C)NC=1C=C(C=C(C1)C1=CC=C(C=C1)C1=CC(=CC(=C1)C(C)(C)C)C(C)(C)C)C(C)(C)C